O1N=CC(=C1)NC(=O)[C@H]1CC12CCN(CC2)C(=O)OC(C(F)(F)F)C(F)(F)F 1,1,1,3,3,3-Hexafluoropropan-2-yl (S)-1-(isoxazol-4-ylcarbamoyl)-6-azaspiro[2.5]octane-6-carboxylate